C(C)(C)(C)OC(=O)N1C(CC1)N1C=CC=2C1=NC(=CC2C=O)Cl (6-chloro-4-formyl-1H-pyrrolo[2,3-b]pyridin-1-yl)azetidine-1-carboxylic acid tert-butyl ester